Silacyclopropen [SiH]1=CC1